22-Chloro-5,23-dimethoxy-20-oxa-2λ6-thia-3,19-diazapentacyclo[16.5.2.14,8.09,14.021,25]hexacosa-1(23),4(26),5,7,9(14),10,12,18,21,24-decaene 2,2-dioxide ClC1=C2ON=C3CCCC=4C=CC=CC4C4=CC=C(C(NS(C(=C1OC)C=C23)(=O)=O)=C4)OC